OC1=CC=2C3=C(NC2C=C1)C(CC3)CC(=O)O 2-(7-hydroxy-1,2,3,4-tetrahydrocyclopenta[b]indol-3-yl)acetic acid